OC1CCC(CC1)S(=O)(=O)C1=CC=C(C)C=C1 1-hydroxy-4-tosylcyclohexane